C[C@H]1[C@@H](NC=2C(NC=CC2[C@@H]1NC(OCC1=CC=CC=C1)=O)=O)CCC |r| rac-benzyl ((2S,3S,4R)-3-methyl-8-oxo-2-propyl-1,2,3,4,7,8-hexahydro-1,7-naphthyridin-4-yl)carbamate